3-(4-amino-6-(cyclopropyl(methyl)amino)pyrido[3,4-d]pyrimidin-8-yl)-2,4-dimethylphenol NC=1C2=C(N=CN1)C(=NC(=C2)N(C)C2CC2)C=2C(=C(C=CC2C)O)C